NC=1C(=NC=C(N1)N1CCC(CC1)(C)CN)SC=1C(=C(C=CC1)NC(=O)C1=C(N=C2N(C1=O)CCCC2)O)Cl N-(3-((3-amino-5-(4-(aminomethyl)-4-methylpiperidin-1-yl)pyrazin-2-yl)thio)-2-chlorophenyl)-2-hydroxy-4-oxo-6,7,8,9-tetrahydro-4H-pyrido[1,2-a]pyrimidine-3-carboxamide